N-1H-indazol-6-yl-N-(2-cyanobenzyl)-1,2-dimethyl-5-(2-{[(3S)-3-(morpholin-4-ylmethyl)-3,4-dihydroisoquinolin-2(1H)-yl]carbonyl}-5-nitrophenyl)-1H-pyrrole-3-carboxamide N1N=CC2=CC=C(C=C12)N(C(=O)C1=C(N(C(=C1)C1=C(C=CC(=C1)[N+](=O)[O-])C(=O)N1CC2=CC=CC=C2C[C@H]1CN1CCOCC1)C)C)CC1=C(C=CC=C1)C#N